3-(5-(6-((4'-chloro-[1,1'-biphenyl]-2-yl)methyl)-3,6-diazabicyclo[3.1.1]heptane-3-carbonyl)-1-oxoisoindolin-2-yl)piperidine-2,6-dione ClC1=CC=C(C=C1)C1=C(C=CC=C1)CN1C2CN(CC1C2)C(=O)C=2C=C1CN(C(C1=CC2)=O)C2C(NC(CC2)=O)=O